NC[C@H]1NC([C@H](SCC1)C1=CC=C(C=C1)C1=CC=C(C=C1)Cl)=O (2R,5S)-5-(aminomethyl)-2-[4-(4-chlorophenyl)phenyl]-1,4-thiazepan-3-one